N-{[(5R)-3-(4-bromo-3-fluorophenyl)-4,5-dihydro-1,2-oxazol-5-yl]Methyl}methanesulfonamide BrC1=C(C=C(C=C1)C1=NO[C@H](C1)CNS(=O)(=O)C)F